ClC1=C(C=CC=C1)C(O)C1(COC1)C (2-Chlorophenyl)(3-methyloxetan-3-yl)methanol